C1(CCCCCCC1)CC(C)=O 1-cyclooctylpropan-2-one